[Cl-].[K].[Cu+] copper (I)-potassium chloride